3-[N-[3-[(dimethylamino)methyl]phenyl]-C-phenylcarbonimidoyl]-2-hydroxy-1H-indole-6-carboxamide CN(C)CC=1C=C(C=CC1)N=C(C1=CC=CC=C1)C1=C(NC2=CC(=CC=C12)C(=O)N)O